1-{8-[(tert-butoxycarbonyl)amino]octyl}-3-methylindazole-6-carboxylic acid C(C)(C)(C)OC(=O)NCCCCCCCCN1N=C(C2=CC=C(C=C12)C(=O)O)C